C(CC1=CC=CC=C1)OC1=CC(=NC2=CC=CC=C12)C(=O)NCC=1C=C(C=CC1)/C=C/C(=O)OC Methyl (E)-3-(3-((4-phenethoxyquinoline-2-carboxamido)methyl)phenyl)acrylate